isononyl caprate O(C(=O)CCCCCCCCC)CCCCCCC(C)C